3,3',3''-(cyclohexane-1,2,4-triyl)tris(propan-1-ol) C1(C(CC(CC1)CCCO)CCCO)CCCO